1-(7-methoxy-2,2-dimethyl-2,3-dihydrobenzofuran-5-yl)ethanone oxime COC1=CC(=CC=2CC(OC21)(C)C)C(C)=NO